C(C(C(C=C)O)O)O pent-4-en-1,2,3-triol